ClC=1C=C2CCC[C@]3(COC4=CC=C5[C@](CC(N(C/C=C/CCCN(C3)C4=C5)C)=O)(C(=O)O)O)C2=CC1 (1S,5'E,11'R)-6-CHLORO-11'-HYDROXY-8'-METHYL-9'-OXO-3,4-DIHYDRO-2H-SPIRO[NAPHTHALENE-1,18'-[16]OXA[1,8]DIAZATRICYCLO[10.7.2.015,20]HENICOSA[5,12,14,20]TETRAENE]-11'-CARBOXYLIC ACID